C(#N)C1=C(SC=2CNCCC21)NC(=O)C2=CC=CC1=CC=CC=C21 N-(3-cyano-4,5,6,7-tetrahydrothieno[2,3-c]pyridin-2-yl)-1-naphthamide